NCCCCCC\N=C(\CCCCCC(=O)O)/O (6Z)-6-(6-aminohexylimino)-6-hydroxyhexanecarboxylic acid